Cl.C12(CNCC2C1)C1=CC2=C(N=CN=C2N[C@H](C)C2=C(C(=CC=C2)C(F)F)F)N(C1=O)C 6-{3-azabicyclo[3.1.0]hexan-1-yl}-4-{[(1R)-1-[3-(difluoromethyl)-2-fluorophenyl]ethyl]amino}-8-methyl-7H,8H-pyrido[2,3-d]pyrimidin-7-one hydrochloride